4-(isopropylamino)-5-(1,3,4-thiadiazol-2-yl)pyridin C(C)(C)NC1=CC=NC=C1C=1SC=NN1